2-[3,5-bis(difluoromethyl)-1H-pyrazol-1-yl]-1-[4-(4-{5-[2-chloro-6-(prop-2-yn-1-yloxy)phenyl]-4,5-dihydro-1,2-oxazol-3-yl}-1,3-thiazol-2-yl)piperidin-1-yl]-ethanone FC(C1=NN(C(=C1)C(F)F)CC(=O)N1CCC(CC1)C=1SC=C(N1)C1=NOC(C1)C1=C(C=CC=C1OCC#C)Cl)F